NC(CO)(CO)CCC1=CC(=C(C=C1)OCCCCCCC)C(F)(F)F 2-amino-2-[2-[4-heptoxy-3-(trifluoromethyl)phenyl]ethyl]propane-1,3-diol